trans-4-((5-fluoro-4-(3-(3-hydroxyoxetan-3-yl)phenyl)pyrimidin-2-yl)amino)cyclohexane-1-carboxamide FC=1C(=NC(=NC1)N[C@@H]1CC[C@H](CC1)C(=O)N)C1=CC(=CC=C1)C1(COC1)O